(4-(Dibenzylamino)-1,2-phenylene)dimethanol C(C1=CC=CC=C1)N(C1=CC(=C(C=C1)CO)CO)CC1=CC=CC=C1